C1(CC1)C=1C=C(C=C2C(=NNC12)N)C 7-cyclopropyl-5-methylindazole-3-amine